IC1=NN(C=2N=CC=C(C21)C(=O)OCC)C2=CC=C(C=C2)OC(F)(F)F ethyl 3-iodo-1-(4-(trifluoromethoxy)phenyl)-1H-pyrazolo[3,4-b]pyridine-4-carboxylate